1-{3-[(2Z)-3-[5-(trifluoromethyl)-1,2-oxazol-3-yl]prop-2-en-1-yl]azetidin-1-yl}prop-2-en-1-one FC(C1=CC(=NO1)\C=C/CC1CN(C1)C(C=C)=O)(F)F